5-(2-ethoxyphenyl)-1-methyl-3-n-propyl-1,6-dihydro-7H-pyrazolo[4,3-d]-pyrimidin-7-one C(C)OC1=C(C=CC=C1)C=1NC(C2=C(N1)C(=NN2C)CCC)=O